6-amino-N-(2-(diethylamino)ethyl)-4-methoxy-[1,1'-biphenyl]-3-formamide NC1=CC(=C(C=C1C1=CC=CC=C1)C(=O)NCCN(CC)CC)OC